5-(4-methylpiperazine-1-carbonyl)indolin-2-one CN1CCN(CC1)C(=O)C=1C=C2CC(NC2=CC1)=O